N1N=CC2=C(C=CC=C12)C1=CC=C(N=N1)N1C([C@@H]2N(CCNC2)CC1)=O (R)-8-(6-(1H-Indazol-4-yl)pyridazin-3-yl)-9-oxooctahydro-2H-pyrazino[1,2-a]pyrazin